5-fluoro-N-[(4-methoxypyridin-3-yl)methyl]-6-(trifluoromethoxy)pyridine-3-carboxamide FC=1C=C(C=NC1OC(F)(F)F)C(=O)NCC=1C=NC=CC1OC